FC1=C(OC2=C(C(=O)N)C=CC=N2)C=CC(=C1)CC(=O)NC=1SC(=C(N1)C=1C=NC(=NC1)N1CCN(CC1)C)C 2-(2-fluoro-4-(2-((5-methyl-4-(2-(4-methylpiperazin-1-yl)pyrimidin-5-yl)thiazol-2-yl)amino)-2-oxoethyl)phenoxy)nicotinamide